(6S,8R)-7-(2,2-difluoro-3-hydroxypropyl)-6-(2,6-difluoro-4-(6-(2-fluoroethyl)-2,6-diazaspiro[3.3]heptane-2-yl)phenyl)-8-methyl-6,7,8,9-tetrahydrooxazolo[5,4-f]isoquinolin-2(3H)-one FC(CN1[C@@H](C2=CC=C3C(=C2C[C@H]1C)OC(N3)=O)C3=C(C=C(C=C3F)N3CC1(C3)CN(C1)CCF)F)(CO)F